2-(dimethylaminoeth-oxy)ethanol CN(C)CCOCCO